7-bromo-1-[(4-methoxyphenyl)methyl]-4-(1-tetrahydropyran-2-ylpyrazol-4-yl)benzotriazole BrC1=CC=C(C2=C1N(N=N2)CC2=CC=C(C=C2)OC)C=2C=NN(C2)C2OCCCC2